NC1=NC=CC=C1C1=NC=2C(=NC(=CC2)C2=CC=CC=C2)N1C1=CC=C(CN2CCC3(CCN(CC3)C(=O)OC(C)(C)C)CC2)C=C1 tert-butyl 9-(4-(2-(2-aminopyridin-3-yl)-5-phenyl-3H-imidazo[4,5-b]pyridin-3-yl)benzyl)-3,9-diazaspiro[5.5]undecane-3-carboxylate